N,N'-bis[(S)-1-(isopropoxylcarbonyl)ethyl]-phosphorodiamidate O(C(C)C)C(=O)[C@H](C)NP([O-])(=O)N[C@@H](C)C(=O)OC(C)C